Rac-((4bS,5R,6R,7S,7aR)-7a-(4-bromophenyl)-4b,5-dihydroxy-4-methoxy-7-phenyl-4b,6,7,7a-tetrahydro-5H-cyclopenta[4,5]furo[2,3-c]pyridin-6-yl)(3,3-difluoroazetidin-1-yl)methanone BrC1=CC=C(C=C1)[C@]12[C@](C3=C(C=NC=C3OC)O1)([C@@H]([C@@H]([C@H]2C2=CC=CC=C2)C(=O)N2CC(C2)(F)F)O)O |r|